Ethyl 2-(chloromethyl)-4-(1-(1-ethylpiperidin-2-yl)ethoxy)benzoate ClCC1=C(C(=O)OCC)C=CC(=C1)OC(C)C1N(CCCC1)CC